BrC1=CC(=C(C=C1I)CC(CC)NC(OC(C)(C)C)=O)OC tert-butyl (1-(4-bromo-5-iodo-2-methoxyphenyl)butan-2-yl)carbamate